[Na+].[Na+].CC1CC(C(CC1)C(=O)[O-])C(=O)[O-] 4-methylcyclohexane-1,2-dicarboxylic acid, disodium salt